P(=O)(OC)(OC1(OC(OC1)=O)CC)OC methyl ethyl-2-oxo-1,3-dioxolan-4-yl methyl phosphate